FC=1C=C(C=CC1)C1(CCC1)C(/C=C/[C@H]1[C@@H](C[C@H]2[C@@H]1CCCC1=C(O2)C=C(C=C1)C(=O)O)O)O (2R,3R,3aR,11aS)-3-{(1E,3ξ)-3-[1-(3-fluorophenyl)cyclobutyl]-3-hydroxy-1-propen-1-yl}-2-hydroxy-1,2,3,3a,4,5,6,11a-octahydrobenzo[b]cyclopenta[g]oxocine-9-carboxylic acid